[3-(difluoromethyl)azetidin-1-yl]-[rac-(5S,7S)-7-fluoro-5-phenyl-6,7-dihydro-5H-pyrrolo[1,2-b][1,2,4]triazol-2-yl]methanone FC(C1CN(C1)C(=O)C=1N=C2N(N1)[C@@H](C[C@@H]2F)C2=CC=CC=C2)F |r|